O(O)C(=CC=CC=CC(=O)O)C=CC=CCCCCCCCCCCC 7-hydroperoxy-docosapentaenoic acid